(3R)-5-fluoro-3-methyl-1,3-dihydro-2,1-benzoxaborol-1-ol FC=1C=CC2=C([C@H](OB2O)C)C1